(S,S) or (S,R)-N'-((3-fluoro-1,2,3,5,6,7-hexahydrodicyclopenta[b,e]pyridin-8-yl)carbamoyl)-2-(2-hydroxypropan-2-yl)thiazole-5-sulfonimidamide F[C@H]1CCC=2C1=NC1=C(C2NC(=O)N=[S@@](=O)(N)C2=CN=C(S2)C(C)(C)O)CCC1 |o1:1|